4-(4-amino-1-methylpyrrolidin-2-amido)-1-methylimidazole-2-carboxylic acid ethyl ester C(C)OC(=O)C=1N(C=C(N1)NC(=O)C1N(CC(C1)N)C)C